(R)-1-(Pyrrolidin-3-yl)-4-(2,2,2-trifluoroethyl)piperazine N1C[C@@H](CC1)N1CCN(CC1)CC(F)(F)F